OCCN(C=1C=CC(=C(C1)NC(CCC)=O)N=NC1=C(C(=NS1)C)C#N)CCO N-(5-(bis(2-hydroxyethyl)amino)-2-((4-cyano-3-methylisothiazol-5-yl)diazenyl)phenyl)butyramide